FC(C(=O)O)(F)F.COCCN1C=NC2=NC=C(C=C21)C(=O)O 1-(2-methoxyethyl)-1H-imidazo[4,5-b]pyridine-6-carboxylic acid, trifluoroacetate salt